aluminum 2-hydroxypropyl hydroxymethylphosphinate OCP(OCC(C)O)=O.[Al]